[C@H]1(OCCN2N=C3C=CC=CC3=C21)[C@H]2N(CCOC2)C(=O)OC(C)(C)C |r| tert-butyl (+/-)-(S)-3-((S)-3,4-dihydro-1H-[1,4]oxazino[4,3-b]indazol-1-yl)morpholine-4-carboxylate